1,1'-dihexyl-4,4'-bipyridine bis(trifluoromethanesulfonate) FC(S(=O)(=O)O)(F)F.FC(S(=O)(=O)O)(F)F.C(CCCCC)N1C=CC(C=C1)=C1C=CN(C=C1)CCCCCC